[Br-].C(CCCCCCCCCCC)[N+](CCOC1=CC=CC=C1)(C)C dodecyl-dimethyl-2-phenoxy-ethylammonium bromide